N-((3R,4R)-3-fluoro-1-(oxetan-3-yl)piperidin-4-yl)-5-(1-(2-fluoroethyl)-1H-benzo[d]imidazol-6-yl)-4-methoxypyrrolo[2,1-f][1,2,4]triazin-2-amine F[C@@H]1CN(CC[C@H]1NC1=NN2C(C(=N1)OC)=C(C=C2)C=2C=CC1=C(N(C=N1)CCF)C2)C2COC2